C(CCCCCCCC)OC([C@H](N)CCC(=O)OCCCCCCCCC)=O.C(C)(C)(C)OC=1C=C(C=CC1OC(C)(C)C)C=1C(=C(C=CC1)[IH+])C1=CC(=C(C=C1)OC(C)(C)C)OC(C)(C)C bis(3,4-di-tert-butoxyphenyl)phenyliodonium dinonyl-D-glutamate